FC1=C(C=CC(=C1)OC)C1=NC(=NC2=C1N=C(N(C2=O)C)C(F)(F)F)N2C[C@H](OCC2)C=2C=NN(C2)C (R)-8-(2-fluoro-4-methoxyphenyl)-3-methyl-6-(2-(1-methyl-1H-pyrazol-4-yl)morpholino)-2-(trifluoromethyl)pyrimido[5,4-d]pyrimidin-4(3H)-one